BrC1=C(C=C(C(=O)N2CC=3N(CC2)C(N(C3C(=O)NCC3=C(C=CC=C3)C3=NC=CN=C3)C3=CC=C(C=C3)OC3CC3)=O)C=C1)Cl 7-(4-bromo-3-chloro-benzoyl)-2-[4-(cyclopropoxy)phenyl]-3-oxo-N-[(2-pyrazin-2-ylphenyl)methyl]-6,8-dihydro-5H-imidazo[1,5-a]pyrazine-1-carboxamide